2-Ethyl-5-fluoro-1-[(2R)-5-(2-pyridyl)indane-2-carbonyl]indoline-6-sulfonamide C(C)C1N(C2=CC(=C(C=C2C1)F)S(=O)(=O)N)C(=O)[C@@H]1CC2=CC=C(C=C2C1)C1=NC=CC=C1